F[C@H]1[C@@H](C1)C1=CC=C(C(=N1)N[C@H]1COCCC1)C#N |&1:1,2| 6-[(1SR,2RS)-2-fluorocyclopropyl]-2-[[(3R)-tetrahydropyran-3-yl]amino]pyridine-3-carbonitrile